(S)-6-(5-(5-(3-Hydroxy-1-methyl-2-oxopyrrolidin-3-yl)isoxazol-3-yl)furan-2-yl)picolinamide O[C@]1(C(N(CC1)C)=O)C1=CC(=NO1)C1=CC=C(O1)C1=CC=CC(=N1)C(=O)N